3-methoxymethyl-1,2-dimethyl-1,4,5,6-tetrahydropyrimidinium COCN1C([NH+](CCC1)C)C